C[C@@H](C(=O)N[C@H]1C2=C(CN3N(C1=O)CCC3)C=CC=C2)CC2=NC3=C(N2)C(=CC=C3)C(F)(F)F (R)-2-methyl-N-((S)-11-oxo-2,3,10,11-tetrahydro-1H,5H-benzo[d]pyrazolo[1,2-a][1,2]diazepin-10-yl)-3-(7-(trifluoromethyl)-1H-benzo[d]imidazol-2-yl)propanamide